7-(4-(5-(4-Aminopiperidin-1-yl)-7-(4-cyano-3-fluorophenyl)imidazo[1,2-c]pyrimidin-8-yl)-2-hydroxyphenoxy)-N-hydroxyheptanamide hydrochloride Cl.NC1CCN(CC1)C1=NC(=C(C=2N1C=CN2)C2=CC(=C(OCCCCCCC(=O)NO)C=C2)O)C2=CC(=C(C=C2)C#N)F